benzoimidazole-5-carboxylic acid (2-hydroxy-2-methyl-propyl)-amide OC(CNC(=O)C1=CC2=C(N=CN2)C=C1)(C)C